C[C@H]1N([C@@H](CN(C1)C1=NC(=CC=C1)C=1C=NN2C1C=CC=C2)C)C(=O)OC(C)(C)C tert-butyl (2R,6R)-2,6-dimethyl-4-(6-pyrazolo[1,5-a]pyridin-3-yl-2-pyridyl)piperazine-1-carboxylate